NC1=C(C2=C(N=C(N=C2C(F)(F)F)C)N1C1=C(C(=CC=C1Br)O)C)C(=O)N 6-amino-7-(6-bromo-3-hydroxy-2-methylphenyl)-2-methyl-4-(trifluoromethyl)-7H-pyrrolo[2,3-d]pyrimidine-5-carboxamide